C1(CC1)C(=O)NC=1N=C2N(C(=CC=C2)C=2C=C(C=C(C2)F)C2=CC=C(O2)P(O)(O)=O)C1 (5-(3-(2-(cyclopropanecarboxamido)imidazo[1,2-a]pyridin-5-yl)-5-fluorophenyl)furan-2-yl)phosphonic acid